NC(C(=O)N)CC1N(C2=CC=CC=C2NC1=O)C 2-Amino-3-(1-methyl-3-oxo-2,4-dihydroquinoxalin-2-yl)propanamide